O=C1N[C@H]2[C@@H](OC1)CCN(C2)C(=O)N2CC(C2)C2=CC=C(C=C2)C=2C(=CC=CC2)C#N 4'-(1-((4aR,8aS)-3-Oxooctahydro-2H-pyrido[4,3-b][1,4]oxazine-6-carbonyl)azetidin-3-yl)-[1,1'-biphenyl]-2-carbonitrile